7-chloro-8-fluoro-5-((3-hydroxy-3-methylpiperidin-2-yl)methoxy)-2-(methylthio)pyrido[4,3-d]pyrimidin-4(3H)-one ClC1=C(C=2N=C(NC(C2C(=N1)OCC1NCCCC1(C)O)=O)SC)F